C(CCCCCCCCCC=CCCCCCCCC)(=O)OCCCCCCCCCCCCCCCCCCCCCCCCCCCCCCCCCC(=O)O 34-(eicos-11-enoyloxy)-tetratriacontanoic acid